6-bromo-7-methoxy-3-(methoxymethyl)quinolin tert-butyl-(R,S)-methyl((8-(2-methylpyridin-4-yl)isochroman-4-yl)methyl)carbamate C(C)(C)(C)OC(N(C[C@@H]1COCC2=C(C=CC=C12)C1=CC(=NC=C1)C)C)=O.BrC=1C=C2C=C(C=NC2=CC1OC)COC